(azetidin-3-yl)-6-cyano-2-(2-((6,6-dimethyl-2,4-dioxo-3-azabicyclo[3.1.0]hexan-3-yl)methyl)thieno[3,2-b]pyridin-7-yl)-4-methylnicotinamide N1CC(C1)C=1C(=NC(=C(C(=O)N)C1C)C1=C2C(=NC=C1)C=C(S2)CN2C(C1C(C1C2=O)(C)C)=O)C#N